C1(CC1)CNC(C1(NNC(=C1)C(=O)N)C(F)(F)F)C1=CC(=CC=C1)OC(F)(F)F 3-((cyclopropylmethylamino)(3-(trifluoromethoxy)phenyl)methyl)-3-(trifluoromethyl)-1H-pyrazole-5-carboxamide